tert-butyl (S)-(1-oxo-1-(piperidin-1-yl)-3-(3-(4,4,5,5-tetramethyl-1,3,2-dioxaborolan-2-yl)phenyl)propan-2-yl)carbamate O=C([C@H](CC1=CC(=CC=C1)B1OC(C(O1)(C)C)(C)C)NC(OC(C)(C)C)=O)N1CCCCC1